C1(=CC=CC=C1)N(S(=O)(=O)C(F)(F)F)C(F)(F)F N-phenylbistrifluoromethylsulfonamide